OCCOC(NS(=O)(=O)C=1SC(=CC1C1=CC(=C(C(=C1)F)CN1C(=NC=C1)C)F)CC(C)C)=O (3-(3,5-difluoro-4-((2-methyl-1H-imidazol-1-yl)methyl)phenyl)-5-isobutylthiophene-2-yl)sulfonyl-carbamic acid 2-hydroxyethyl ester